CCCCCCCCCCCCCCC(C(=O)O)OC The molecule is a long chain fatty acid consisting of hexadecanoic (palmitic) acid carrying a methoxy substituent at position 2; naturally occurring only in the phospholipids of sponges. It derives from a hexadecanoic acid.